6-(azetidin-1-yl)-3-((2-(6-methoxypyridin-3-yl)-2,3-dihydrobenzo[b][1,4]dioxin-6-yl)methyl)-3H-imidazo[4,5-b]pyridine N1(CCC1)C=1C=C2C(=NC1)N(C=N2)CC2=CC1=C(OC(CO1)C=1C=NC(=CC1)OC)C=C2